2-m-hydroxyphenylacetic acid OC=1C=C(C=CC1)CC(=O)O